3-ethyl-3-{[(3-ethyl-3-oxetanyl)methoxy]methyl}oxetane C(C)C1(COC1)COCC1(COC1)CC